N12CCC(CC1)(C2)N2C=C1C(N=C(N=C1N[C@H](C)C1=CC=CC=3C(COC31)(F)F)C)=C(C2=C=O)C#N (R)-6-(1-azabicyclo[2.2.1]heptan-4-yl)-4-((1-(3,3-difluoro-2,3-dihydrobenzofuran-7-yl)ethyl)amino)-2-methyl-7-carbonyl-6,7-dihydropyrido[4,3-d]pyrimidine-8-carbonitrile